C(C)C1(C(CCC1N1C(C2=CC=CC=C2C1=O)=O)(C(=O)O)C(=O)O)CC diethyl-3-(1,3-dioxoisoindolin-2-yl)cyclopentane-1,1-dicarboxylic acid